N1=CN=C(C2=C1SC=C2)N[C@@H](C)C2=CC=C(C=C2)C2CN(C2)C(C)=O 1-[3-[4-[(1S)-1-(thieno[2,3-d]pyrimidin-4-ylamino)ethyl]phenyl]azetidin-1-yl]ethanone